3-(2-chloro-3-(1,4-benzodioxan-6-yl)anilino)-6-chlorobenzoisoxazole ClC1=C(NC2=NOC3=C2C=CC(=C3)Cl)C=CC=C1C1=CC3=C(OCCO3)C=C1